BrN1C(NC(C2=CC=CC(=C12)F)=O)=O bromo-8-fluoroquinazoline-2,4(1H,3H)-dione